2-(4-((((1S,2R)-2-(4-fluorophenyl)cyclopropyl)amino)methyl)piperidin-1-yl)-N-hydroxypyrimidine-5-carboxamide TFA Salt OC(=O)C(F)(F)F.FC1=CC=C(C=C1)[C@@H]1[C@H](C1)NCC1CCN(CC1)C1=NC=C(C=N1)C(=O)NO